tertbutyl ((1R,2S)-2-aminocyclohexyl)carbamate N[C@@H]1[C@@H](CCCC1)NC(OC(C)(C)C)=O